(4-cyclopropyl-1H-imidazol-1-yl)-2-fluoro-N-(6-(4-isopropyl-4H-1,2,4-triazol-3-yl)pyridin-2-yl)4-methylbenzamide C1(CC1)C=1N=CN(C1)C=1C(=C(C(=O)NC2=NC(=CC=C2)C2=NN=CN2C(C)C)C=CC1C)F